5-(dimethylamino)-4-oxo-pentanoic acid CN(CC(CCC(=O)O)=O)C